(2S,4R)-1-(2-(3-acetyl-5-(2-methylpyrimidin-5-yl)-1H-indazol-1-yl)acetyl)-4-fluoro-N-(1-(2,2,2-trifluoroethyl)-1H-pyrazol-3-yl)pyrrolidine-2-carboxamide C(C)(=O)C1=NN(C2=CC=C(C=C12)C=1C=NC(=NC1)C)CC(=O)N1[C@@H](C[C@H](C1)F)C(=O)NC1=NN(C=C1)CC(F)(F)F